tetraethyl-2-phenyl-3,6-dihydro-2H-pyran C(C)C=1C(C(OCC1)(C1=CC=CC=C1)CC)(CC)CC